COC(=O)C1=C(N(C(=C1)C1=C2C(=NC=C1)N(C=C2)S(=O)(=O)C2=CC=CC=C2)COCC[Si](C)(C)C)C2=C(C=C(C=C2)C(F)(F)F)C Methyl-2-[2-methyl-4-(trifluoromethyl)phenyl]-5-[1-(phenylsulfonyl)-1H-pyrrolo[2,3-b]pyridin-4-yl]-1-{[2-(trimethylsilyl)ethoxy]methyl}-1H-pyrrole-3-carboxylate